4-bromo-6-methoxy-1H-indole BrC1=C2C=CNC2=CC(=C1)OC